rac-(5S)-5-(2,6-Difluorophenyl)-N-[rac-(6S)-4-methyl-5-oxo-7,8-dihydro-6H-pyrazolo[1,5-a][1,3]diazepin-6-yl]-5,6,7,8-tetrahydro-[1,2,4]triazolo[1,5-a]pyridin-2-carboxamid FC1=C(C(=CC=C1)F)[C@@H]1CCCC=2N1N=C(N2)C(=O)N[C@@H]2C(N(C=1N(CC2)N=CC1)C)=O |r|